ClC1=CC(=NC(=N1)C(F)(F)F)N1CC2(C(CC1)(F)F)CCCCC2 2-(6-chloro-2-(trifluoromethyl)pyrimidin-4-yl)-5,5-difluoro-2-azaspiro[5.5]undecane